NC1=C2N=C(N(C2=NC=N1)[C@@H]1O[C@@H]([C@H]([C@H]1O)O)CO)Br (2R,3R,4S,5R)-2-(6-amino-8-bromo-9H-purin-9-yl)-5-(hydroxymethyl)tetrahydrofuran-3,4-diol